2-amino-6-fluoro-3'-hydroxy-2',6'-dimethyl-5-(pyridin-4-yl)-[1,1'-biphenyl]-3-carboxamide NC1=C(C(=C(C=C1C(=O)N)C1=CC=NC=C1)F)C1=C(C(=CC=C1C)O)C